lithium 2-(1-(2-(2-hydroxypropan-2-yl)pyridin-4-yl)azetidin-3-yl)acetate OC(C)(C)C1=NC=CC(=C1)N1CC(C1)CC(=O)[O-].[Li+]